C(#N)C1=C(OC=2C(=C3C(N(C=NC3=CC2)C2COC3(C2)CCN(CC3)C(=O)OC(C)(C)C)=O)C)C(=CC=C1NS(N(C)CC)(=O)=O)F tert-butyl 3-[6-[2-cyano-3-[[ethyl(methyl)sulfamoyl]amino]-6-fluoro-phenoxy]-5-methyl-4-oxo-quinazolin-3-yl]-1-oxa-8-azaspiro[4.5]decane-8-carboxylate